CC(CCCC)=O.[O] oxygen hexanone